E-12-n-dodecyl acrylate C(C=C)(=O)OCCCCCCCCCCCC